1-pentyl-benzotriazole C(CCCC)N1N=NC2=C1C=CC=C2